C1(CC1)CN1N=C(C(=C1)C1=C(C=CC(=N1)N1C=NC2=C1C=C(C(=C2)NC=2N=NC(=CC2)C)OC)C2OCCO2)C 1-[6-[1-(cyclopropylmethyl)-3-methyl-pyrazol-4-yl]-5-(1,3-dioxolan-2-yl)-2-pyridyl]-6-methoxy-N-(6-methylpyridazin-3-yl)benzimidazol-5-amine